NC1(C(COC1)O)C1=C(C=C(C=C1)C(F)(F)F)F 4-amino-4-(2-fluoro-4-trifluoromethyl-phenyl)-tetrahydro-furan-3-ol